(E)-2-(3-phenoxyphenyl)ethane-1-sulfonyl fluoride O(C1=CC=CC=C1)C=1C=C(C=CC1)CCS(=O)(=O)F